(S)-2-amino-4-(2-amino-5-ethylphenyl)-4-oxobutanoic acid N[C@H](C(=O)O)CC(=O)C1=C(C=CC(=C1)CC)N